dieugenol COC1=CC(=CC(=C1O)C2=C(C(=CC(=C2)CC=C)OC)O)CC=C